2-(4-(benzo[d]thiazol-2-ylmethyl)piperazin-1-yl)-4-isopropoxybenzonitrile S1C(=NC2=C1C=CC=C2)CN2CCN(CC2)C2=C(C#N)C=CC(=C2)OC(C)C